(R)-N-(1-(4-(cyclopropanesulfonamido)pyridin-2-yl)-3-(4-fluoropiperidin-1-yl)propyl)-5-(6-ethoxypyrazin-2-yl)thiazole-2-carboxamide C1(CC1)S(=O)(=O)NC1=CC(=NC=C1)[C@@H](CCN1CCC(CC1)F)NC(=O)C=1SC(=CN1)C1=NC(=CN=C1)OCC